F[C@@H]1[C@H](C1)C1=NC(=NO1)C=1C=CC(=C(C1)NC(=O)C1=CN=C2N1C=C(C=C2)C=2N=CSC2)C N-(5-(5-((1R,2S)-2-fluorocyclopropyl)-1,2,4-oxadiazol-3-yl)-2-methylphenyl)-6-(thiazol-4-yl)imidazo[1,2-a]pyridine-3-carboxamide